OCC=1N=NN(C1)C1=CC=C(CNC(C(=C)C)=O)C=C1 N-(4-(4-(hydroxymethyl)-1H-1,2,3-triazol-1-yl)benzyl)methacrylamide